BrC1=NC2=C(N1CCOC)C=CC=C2 2-bromo-1-(2-methoxyethyl)-1H-benzo[d]imidazole